O=C1NC(CCC1N1C(C2=CC=CC(=C2C1=O)NCC=1C=NN(C1)C1CCN(CC1)C(CC1CCN(CC1)C(=O)OC(C)(C)C)=O)=O)=O tertbutyl 4-(2-(4-(4-(((2-(2,6-dioxopiperidin-3-yl)-1,3-dioxoisoindolin-4-yl)amino)methyl)-1H-pyrazol-1-yl)piperidin-1-yl)-2-oxoethyl)piperidine-1-carboxylate